tert-butyl 4-[7-({8-chloro-2-methylimidazo[1,2-a]pyrazin-6-yl}carbamoyl)-2-ethylindazol-4-yl]piperazine-1-carboxylate ClC=1C=2N(C=C(N1)NC(=O)C1=CC=C(C3=CN(N=C13)CC)N1CCN(CC1)C(=O)OC(C)(C)C)C=C(N2)C